3-hydroxy-3-methyl-2-methylene-butanoic acid ethyl ester C(C)OC(C(C(C)(C)O)=C)=O